NCC(O)C1=CC=C(C=C1)C1=C(C=C(C#N)C=C1)OC=1N(N=C(C1)C=1C=NC=CC1)C 4-[4-(2-amino-1-hydroxyethyl)phenyl]-3-(2-methyl-5-pyridin-3-ylpyrazol-3-yl)oxybenzonitrile